3-(1-methyl-6-piperazin-1-yl-pyrazolo[3,4-b]pyridin-3-yl)piperidine-2,6-dione CN1N=C(C=2C1=NC(=CC2)N2CCNCC2)C2C(NC(CC2)=O)=O